C(C)N(C1=CC=C(C=C1)N(CC)CC)CC N1,N1,N4,N4-tetraethyl-1,4-benzenediamine